CCCCCCCCC1=CC=C(C=C1)C(CO)(CO)N.Cl 2-amino-2-[2-(4-octylphenyl)]-1,3-propanediol hydrochloride